COC1=CC=C(C=C1)C1=CC=C(C=C1)OC dimethoxybiphenyl